CC1=CC=C(N=N1)C1=CC2=C(N(C=N2)C[C@H]2OCC2)C=C1 5-(6-methylpyridazin-3-yl)-1-{[(2S)-oxetan-2-yl]methyl}-1H-1,3-benzodiazole